2-(4',6'-difluorophenyl)pyridine FC1=CC=C(C(=C1)F)C1=NC=CC=C1